C(C)(C)(C)OC(=O)N1C[C@H](CCC1)C(=O)N1[C@H](CCC1)C(=O)OCC1=CC=CC=C1 (S)-3-((R)-2-((benzyloxy)-carbonyl)pyrrolidine-1-carbonyl)piperidine-1-carboxylic acid tert-butyl ester